CNC=1N=NC(=CC1)C(F)(F)F n-methyl-6-(trifluoromethyl)pyridazin-3-amine